3-(3,4-dichlorophenyl)-1-(2,2-difluoroethyl)-5-(2-(3-fluoropyrrolidin-1-yl)-2-oxoethyl)-1H-pyrrolo[3,2-c]pyridin-4(5H)-one ClC=1C=C(C=CC1Cl)C1=CN(C2=C1C(N(C=C2)CC(=O)N2CC(CC2)F)=O)CC(F)F